methyl 4-((4-aminobutyl)carbamoyl)-2-(3-aminoprop-1-yn-1-yl)benzoate NCCCCNC(=O)C1=CC(=C(C(=O)OC)C=C1)C#CCN